acroyloxy-2-hydroxypropylphthalate C(=O)(C=C)OC=1C(=C(C(C(=O)[O-])=CC1)C(=O)[O-])CC(C)O